BrC1=CC=C(C=C1)C=1C(=CC2=CC=CC=C2C1)P(C1=CC=CC=C1)=O (3-(4-bromophenyl)naphthalen-2-yl)(phenyl)phosphine oxide